FC(CO)(F)C=1C(=C(C=CC1)[C@@H](C)NC(=O)C1=NNC(C=C1)=O)F N-[(1R)-1-[3-(1,1-difluoro-2-hydroxyethyl)-2-fluorophenyl]ethyl]-6-oxo-1,6-dihydropyridazine-3-carboxamide